FC(COC1=C(C=CC=C1)C=1C(C(=CN(N1)CC(C)(C)O)C(=O)NC1=CC=C(C=C1)C(C)(C)O)=O)F 6-[2-(2,2-difluoroethoxy)phenyl]-2-(2-hydroxy-2-methylpropyl)-N-[4-(2-hydroxypropan-2-yl)phenyl]-5-oxo-2,5-dihydropyridazine-4-carboxamide